1,1-dibenzyl-3-(3,4-dimethylphenyl)urea C(C1=CC=CC=C1)N(C(=O)NC1=CC(=C(C=C1)C)C)CC1=CC=CC=C1